C(C)C1=NC(=NC(=C1S(=O)(=O)N1CC2(C1)CN(C2)CC=2C=NN(C2)C)C)C(F)(F)F 2-((4-Ethyl-6-methyl-2-(trifluoromethyl)pyrimidin-5-yl)sulfonyl)-6-((1-methyl-1H-pyrazol-4-yl)methyl)-2,6-diazaspiro[3.3]heptane